1-(3-((4,4-bis(((Z)-oct-5-en-1-yl)oxy)butanoyl)oxy)-2-(((4-(((2-(pyrrolidin-1-yl)ethyl)carbamoyl)oxy)nonanoyl)oxy)methyl)propyl) 7-(pentadeca-1,14-dien-8-yl) heptanedioate C(CCCCCC(=O)OC(CCCCCC=C)CCCCCC=C)(=O)OCC(COC(CCC(OCCCC\C=C/CC)OCCCC\C=C/CC)=O)COC(CCC(CCCCC)OC(NCCN1CCCC1)=O)=O